2-(2-(carboxymethyl)hydrazino)acetic acid C(=O)(O)CNNCC(=O)O